N1(CCCCC1)CCNC(N)=S 3-(2-(piperidin-1-yl)ethyl)thiourea